FC(C(=O)O)(F)F.NCC1=CC=C(C=C1)NC(=O)C1=NC=C(C=N1)C=1CCNCC1 5-(1,2,3,6-tetrahydro-pyridin-4-yl)-pyrimidine-2-carboxylic acid (4-aminomethyl-phenyl)-amide trifluoroacetate